3-(phenylamino)azetidin C1(=CC=CC=C1)NC1CNC1